FC=1C(=C2C(=NC1)NC(=C2)C2CCNCC2)C2CCN(CC2)C(C2=CC=C(C=C2)OC(F)(F)F)=O 4-[5-fluoro-2-(piperidin-4-yl)-1H-pyrrolo[2,3-b]pyridin-4-yl]-1-[4-(trifluoromethoxy)benzoyl]piperidine